COC1=CC=C(C=C1)C1(CCOCC1)O 4-(4-methoxyphenyl)tetrahydropyran-4-ol